ClC1=CC=C(C=C1)C12C(N(C(C2C1)=C)C1=CC=C(C=C1)C)=O 1-(4-chlorophenyl)-4-methylene-3-(p-tolyl)-3-azabicyclo[3.1.0]hexan-2-one